9-(6-(ethyl(1-ethyl-1H-1,2,4-triazol-3-yl)amino)pyridin-3-yl)-6,7-dimethoxynaphtho[2,3-c]furan-1(3H)-one C(C)N(C1=CC=C(C=N1)C1=C2C=C(C(=CC2=CC2=C1C(OC2)=O)OC)OC)C2=NN(C=N2)CC